ClC=1C=NC(=NC1)N1CCC(CC1)CCCOC1=CC(=C(C=C1)CC(=O)N1CC2(CC2NC[C@@H]([C@@H]([C@@H](CO)O)O)O)CC1)F 2-(4-(3-(1-(5-chloropyrimidin-2-yl)piperidin-4-yl)propoxy)-2-fluorophenyl)-1-(1-(((2S,3S,4R)-2,3,4,5-tetrahydroxypentyl)amino)-5-azaspiro[2.4]heptan-5-yl)ethan-1-one